BrC1=C(C=C2C(=C1)N(C(C21CCOCC1)=O)C)F 6-bromo-5-fluoro-1-methyl-2',3',5',6'-tetrahydrospiro[indoline-3,4'-pyran]-2-one